(Z)-1-(Cyclooct-4-en-1-yl)-1-methylpiperidinium iodide [I-].C1(CC\C=C/CCC1)[N+]1(CCCCC1)C